1-((3s,4r)-3-fluorotetrahydro-2H-pyran-4-yl)-4-((1-methylpiperidin-4-yl)amino)-6-oxo-1,6-dihydropyridine-3-carboxylic acid F[C@@H]1COCC[C@H]1N1C=C(C(=CC1=O)NC1CCN(CC1)C)C(=O)O